(2S)-3-(4-Hydroxyphenyl)-2-[(2-hydroxy-3-phenylprop-2-enoyl)amino]propanoic acid OC1=CC=C(C=C1)C[C@@H](C(=O)O)NC(C(=CC1=CC=CC=C1)O)=O